BrC=1N=C(N(C1)C([2H])([2H])[2H])C(C)(C)O 2-(4-Bromo-1-(methyl-d3)-1H-imidazol-2-yl)propan-2-ol